(6-((1-(methylsulfonyl)piperidin-4-yl)amino)pyrimidin-4-yl)methanone CS(=O)(=O)N1CCC(CC1)NC1=CC(=NC=N1)C=O